ClC=1C=CC2=C(N(C(N2)=O)C2CC2)C1 6-chloro-1-cyclopropyl-1,3-dihydro-2H-benzo[d]imidazol-2-one